N-((S)-3-(1-methylcyclopropyl)-1-oxo-1-(2-(((S)-2-oxopyrrolidin-3-yl)methyl)hydrazineyl)propan-2-yl)-5-(trifluoromethyl)isoxazole-3-carboxamide CC1(CC1)C[C@@H](C(NNC[C@H]1C(NCC1)=O)=O)NC(=O)C1=NOC(=C1)C(F)(F)F